BrC1=CC=2C3=C(N=NC2C=C1)OCCN3C 9-bromo-1-methyl-2,3-dihydro-[1,4]oxazino[2,3-c]cinnoline